[1-[[6-chloro-2-(1-methyl-1,2,4-triazol-3-yl)-3-pyridinyl]amino]ethyl]-4,7-dimethyl-3-(3-piperidinyl)pyrazolo[3,4-c]isoquinolin-5-one ClC1=CC=C(C(=N1)C1=NN(C=N1)C)NC(C)C1=NN(C=2N(C(C=3C=C(C=CC3C21)C)=O)C)C2CNCCC2